C(C)(C)(C)C1=C(C(=CC(=C1)C(C(F)F)C1=CC=C(C=C1)C(C)(C)C)C(C)(C)C)O 2,6-di-tert-butyl-4-(1-(4-(tert-butyl)phenyl)-2,2-difluoroethyl)phenol